NC=1N=NC(=CC1N1CCN(CC1)C1CCC(CC1)=O)C1=C(C=CC=C1)O 4-(4-(3-amino-6-(2-hydroxyphenyl)pyridazin-4-yl)piperazin-1-yl)cyclohexan-1-one